COC(N(C)C)OC dimethylformamide dimethyl acetal